1-((1-butyl-1H-tetrazol-5-yl)(naphthalen-1-yl)methyl)-4-(3,5-dichloropyridin-4-yl)piperazine C(CCC)N1N=NN=C1C(N1CCN(CC1)C1=C(C=NC=C1Cl)Cl)C1=CC=CC2=CC=CC=C12